ClC=1C=C(C=NC1)CNC1=CC=C(C=C1)C=1C=NC=CC1 N-[(5-chloro-3-pyridyl)methyl]-4-(3-pyridyl)aniline